(R)-3-(4-ethynyl-6-(4-methylpiperazin-1-yl)pyrimidin-2-yl)-10-methyl-9,10,11,12-tetrahydro-8H-[1,4]diazepino[5',6':4,5]thieno[3,2-f]quinolin C(#C)C1=NC(=NC(=C1)N1CCN(CC1)C)C1=NC=2C=CC3=C(C2C=C1)C1=C(S3)CN[C@@H](CN1)C